COC1=C(C(=O)OCC#CC=2C=C(C(=C(C2)C(N)=O)N)C2=CC=C(C=C2)S(N)(=O)=O)C=CC=C1 3-(6-amino-5-carbamoyl-4'-sulfamoyl-[1,1'-biphenyl]-3-yl)prop-2-yn-1-yl 2-methoxybenzoate